2-butyl-3-(2,6-dimethoxyphenyl)-6-hydroxy-5-[(4-methoxyphenyl)methyl]-3,4-dihydropyrimidin-4-one C(CCC)C1=NC(=C(C(N1C1=C(C=CC=C1OC)OC)=O)CC1=CC=C(C=C1)OC)O